CC1=C(C=CC=C1C)N1CCN(CC1)C(CN1N=C(C2=C1CCC2)C(=O)N2CCC(CC2)(C(F)(F)F)O)=O 1-[4-(2,3-dimethylphenyl)piperazin-1-yl]-2-{3-[4-hydroxy-4-(trifluoromethyl)piperidine-1-carbonyl]-5,6-dihydrocyclopenta[c]pyrazol-1(4H)-yl}ethan-1-one